5-[4-[[5-fluoro-3-oxo-2-(trifluoromethyl)-4H-quinoxalin-6-yl]methyl]piperazin-1-yl]-N,6-dimethyl-pyridine-2-carboxamide FC1=C2NC(C(=NC2=CC=C1CN1CCN(CC1)C=1C=CC(=NC1C)C(=O)NC)C(F)(F)F)=O